ClC1=C(C=CC(=C1)C1=NOC(=N1)C)C1=CC=C(C=C1)C(=O)O 2'-chloro-4'-(5-methyl-1,2,4-oxadiazol-3-yl)-[1,1'-biphenyl]-4-carboxylic acid